FC=1C=CC2=C(NCCN(C2)C2=CC(=C(C(=C2)C)NC(CC(C)(C)C)=O)C)C1 N-(4-(8-fluoro-1,2,3,5-tetrahydro-4H-benzo[e][1,4]diazepine-4-yl)-2,6-Dimethylphenyl)-3,3-dimethylbutanamide